di(n-pentyl) terephthalate C(C1=CC=C(C(=O)OCCCCC)C=C1)(=O)OCCCCC